C(C1=CC=CC=C1)OCCO[C@@H]1C[C@H](NC1)C(=O)O (2S,4R)-4-(2-benzyloxyethoxy)pyrrolidine-2-carboxylic acid